FC1(CCC(CC1)(O)C=1N(C=C(N1)CC1=CC=NC=C1)COCC[Si](C)(C)C)F 4,4-difluoro-1-(4-(pyridin-4-ylmethyl)-1-((2-(trimethylsilyl)ethoxy)methyl)-1H-imidazol-2-yl)cyclohexan-1-ol